S(=O)(=O)(O)OC1=C(C=C(OC2=C(C=C(C[C@H](N)C(=O)O)C=C2I)I)C=C1)I Triiodothyronine sulfate